C=C(CO)CO 2-methylene-1,3-propylene glycol